C(#N)C(C(=O)NC(OCC)=O)=NNC1=CC(=C(C(=C1)Cl)OC=1C=C2CCN(C(C2=CC1)=O)CC1=CC(=CC(=C1)F)F)Cl ethyl (2-cyano-2-(2-(3,5-dichloro-4-((2-(3,5-difluorobenzyl)-1-oxo-1,2,3,4-tetrahydroisoquinolin-6-yl)oxy)phenyl)hydrazono)acetyl)carbamate